C(C)(C)N(C)CC=1SC2=C(N1)C=C(C=C2)C2=CC[C@@H](CN2C(=O)OC(C)(C)C)C tert-butyl (3S)-6-[2-[[isopropyl(methyl) amino]methyl]-1,3-benzothiazol-5-yl]-3-methyl-3,4-dihydro-2H-pyridine-1-carboxylate